ClS(=O)(=O)Cl Chlorosulfone